C(C1=CC=CC=C1)N(C(C(=O)NC1=CC=C(C=C1)OC1=CC=NC2=CC(=C(C=C12)OC)OC)C(C)C)C 2-(Benzyl-methyl-amino)-N-[4-(6,7-dimethoxy-quinolin-4-yloxy)-phenyl]-3-methyl-butyramide